2,2-difluoro-cyclopropanecarboxamide FC1(C(C1)C(=O)N)F